(3R)-1-tert-butyl 3-(1-ethoxy-3-(4-(ethoxy-carbonyl) phenyl)-1,3-dioxopropan-2-yl) piperidine-1,3-dicarboxylate N1(C[C@@H](CCC1)C(=O)OC(C(=O)OCC)C(=O)C1=CC=C(C=C1)C(=O)OCC)C(=O)OC(C)(C)C